BrC=1C=C(SC1[N+](=O)[O-])C=O 4-Bromo-5-nitrothiophene-2-carbaldehyde